bis(methyldimethoxysilylethyl) trisulfide C[Si](OC)(OC)CCSSSCC[Si](OC)(OC)C